CC=1C(=NC=CN1)CN (3-Methylpyrazin-2-yl)methanamine